2,3-dihydro-3-hydroxy-2-oxo-lysergic acid OC12C[C@H]3N(C[C@H](C(O)=O)C=C3C=3C=CC=C(NC1=O)C32)C